C1(CC1)C1=NC(=NN1)NC=1SC(=C(N1)C=1C=C(C#N)C=CC1)C1=C(C=NC=C1)F 3-{2-[(5-CYCLOPROPYL-1H-1,2,4-TRIAZOL-3-YL)AMINO]-5-(3-FLUOROPYRIDIN-4-YL)-1,3-THIAZOL-4-YL}BENZONITRILE